thiosilicate lithium [Li+].[Si]([S-])([O-])([O-])[O-].[Li+].[Li+].[Li+]